tert-butyl 4-(3-((5-(5-(difluoromethyl)-1,3,4-oxadiazole-2-yl)pyridine-2-yl)methyl)-5,6-difluoro-2-oxo-2,3-dihydro-1H-benzo[d]imidazole-1-yl)piperidine-1-carboxylate FC(C1=NN=C(O1)C=1C=CC(=NC1)CN1C(N(C2=C1C=C(C(=C2)F)F)C2CCN(CC2)C(=O)OC(C)(C)C)=O)F